C(C)C1=C(C(=CC(=C1)C)C)O 2-ethyl-4,6-dimethylphenol